1-(2,5-diazabicyclo[2.2.1]heptan-2-yl)-2-methylpropan-1-one C12N(CC(NC1)C2)C(C(C)C)=O